2-(2'-methoxyphenyl)-4,5-diphenylimidazole COC1=C(C=CC=C1)C=1NC(=C(N1)C1=CC=CC=C1)C1=CC=CC=C1